Amino-3-chloro-N-(2-(((3R,6R,8aS,9R,10S,12R,12aR)-3,6,9-trimethyldecahydro-12H-3,12-epoxy[1,2]dioxepino[4,3-i]isochromen-10-yl)oxy)ethyl)benzenesulfonamide NC1=C(C=CC=C1Cl)S(=O)(=O)NCCO[C@H]1O[C@H]2[C@@]34C([C@@H](CC[C@H]3[C@H]1C)C)CC[C@@](OO4)(O2)C